4-(1-(tert-butoxycarbonyl)-1,6-diazaspiro[3.4]octan-6-yl)-5-(3,5-difluorophenyl)nicotinic acid C(C)(C)(C)OC(=O)N1CCC12CN(CC2)C2=C(C=NC=C2C(=O)O)C2=CC(=CC(=C2)F)F